5-(3-cyclopropyl-phenoxy)-N-[2-(2,4-dichlorophenyl)-2-fluoro-ethyl]-2-(trifluoromethyl)pyridine-4-carboxamide C1(CC1)C=1C=C(OC=2C(=CC(=NC2)C(F)(F)F)C(=O)NCC(F)C2=C(C=C(C=C2)Cl)Cl)C=CC1